1-(3-(5-bromo-3-(4-(trifluoromethyl)phenyl)-1H-pyrazolo[3,4-b]pyridin-1-yl)azetidin-1-yl)-2-fluoroprop-2-en-1-one BrC=1C=C2C(=NC1)N(N=C2C2=CC=C(C=C2)C(F)(F)F)C2CN(C2)C(C(=C)F)=O